benzene-1-diazonium C1(=CC=CC=C1)[N+]#N